C(C)OC(C[C@@H](C=1C=C(C=CC1OC)C1=C(C=CC=C1C)C)N([C@H](C)C1=CC=CC=C1)CC1=CC=CC=C1)=O (S)-3-(benzyl-((R)-1-phenylethyl)amino)-3-(4-methoxy-2',6'-dimethylbiphenyl-3-yl)propanoic acid ethyl ester